5-ethyl-2-methoxy-N-(4-methoxy-6-((5-nitropyridin-2-yl)oxy)benzo[d]isoxazol-3-yl)benzenesulfonamide C(C)C=1C=CC(=C(C1)S(=O)(=O)NC1=NOC2=C1C(=CC(=C2)OC2=NC=C(C=C2)[N+](=O)[O-])OC)OC